C1(C(C)=CC(N1CCC1=CC=CC=C1CCN1C(C(C)=CC1=O)=O)=O)=O 1,6-biscitraconimidoethylbenzene